C(C)C=1NC(=NN1)C1=CC=C(C=N1)N1CCN(CC1)C1CC(CC1)C1=NC2=CC=C(C=C2C(N1)=O)F 2-(3-(4-(6-(5-ethyl-4H-1,2,4-triazol-3-yl)pyridin-3-yl)piperazin-1-yl)cyclopentyl)-6-fluoroquinazolin-4(3H)-one